(3R)-3-amino-5-[(4-chlorophenyl)methyl]-7-[5-[cyclopropyl(methyl)amino]-1,3,4-oxadiazol-2-yl]-1,1-dioxo-2,3-dihydro-1lambda6,5-benzothiazepin-4-one N[C@H]1CS(C2=C(N(C1=O)CC1=CC=C(C=C1)Cl)C=C(C=C2)C=2OC(=NN2)N(C)C2CC2)(=O)=O